methyl 3-bromopropyl ether BrCCCOC